(2S,4S)-1-(2-(3-Acetyl-5-(2-methylpyrimidin-5-yl)-1H-indazol-yl)acetyl)-N-(6-bromo-3-cyclopropylpyridin-2-yl)-4-((dimethylamino)methyl)-4-fluoropyrrolidine-2-carboxamide C(C)(=O)C1=NN(C2=CC=C(C=C12)C=1C=NC(=NC1)C)CC(=O)N1[C@@H](C[C@](C1)(F)CN(C)C)C(=O)NC1=NC(=CC=C1C1CC1)Br